1-(2-(benzyloxy)-5-fluorophenyl)ethan-1-one C(C1=CC=CC=C1)OC1=C(C=C(C=C1)F)C(C)=O